3-chloro-9-(4-chloro-2-fluorophenyl)-7-((2S,4S)-2-(1-cyclopropyl-1H-pyrazol-4-yl)tetrahydro-2H-pyran-4-yl)-2-methyl-4H-pyrazino[1,2-a]pyrimidin-4-one ClC1=C(N=C2N(C1=O)C=C(N=C2C2=C(C=C(C=C2)Cl)F)[C@@H]2C[C@H](OCC2)C=2C=NN(C2)C2CC2)C